ClC=1C(=NC(=NC1)N1CC(CCC1)CO)NC1=CC2=C(N(C(N2CCC(C)(C)O)=O)C)C=C1 5-((5-chloro-2-(3-(hydroxymethyl)piperidin-1-yl)pyrimidin-4-yl)amino)-3-(3-hydroxy-3-methylbutyl)-1-methyl-1,3-dihydro-2H-benzo[d]imidazol-2-one